3-Bromo-2-(4-fluorophenylthio)pyridine BrC=1C(=NC=CC1)SC1=CC=C(C=C1)F